[Na].BrC1=CC2=C(N(C(=N2)[C@@H]2CCCC(N2)=O)C2CCC(CC2)(F)F)C=C1 (S)-6-(5-bromo-1-(4,4-difluorocyclohexyl)-1H-benzo[d]imidazol-2-yl)piperidin-2-one sodium